deuterio-chloroform [2H]C(Cl)(Cl)Cl